BrC=1N=C(C=C2C1OC[C@@]2(C(=O)N)C)C(=C)C(F)(F)F (R)-7-bromo-3-methyl-5-(3,3,3-trifluoroprop-1-en-2-yl)-2,3-dihydrofuro[2,3-c]pyridine-3-carboxamide